N-(2-aminoethyl)-aminopropylmethyldimethoxysilane NCCNCCC[Si](OC)(OC)C